6-chloro-2-(1-((1s,4s)-4-(6-fluoroquinolin-4-yl)cyclohexyl)ethyl)-1,2-dihydro-3H-indazol-3-one hydrochloride Cl.ClC1=CC=C2C(N(NC2=C1)C(C)C1CCC(CC1)C1=CC=NC2=CC=C(C=C12)F)=O